CC(CC(CCC)=O)(C)C 6,6-dimethyl-4-heptanone